((3R,4R,5R,6R)-4,5-dihydroxy-6-(hydroxymethyl)tetrahydro-2H-pyran-3-yl)oxazolidine-2,4-dione O[C@@H]1[C@@H](CO[C@@H]([C@@H]1O)CO)N1C(OCC1=O)=O